C(C=C)NC(C1=C(C=CC=C1)NC(C1=CC=C(C=C1)C)=O)=O N-allyl-2-(4-methylbenzamido)benzamide